3,7-Dimethyl-9-(2,6,6-trimethylcyclohexen-1-yl)nona-2,4,6,8-tetraenoic acid CC(=CC(=O)O)C=CC=C(C=CC1=C(CCCC1(C)C)C)C